3-amino-4-(2-(ethylamino)-5-(trifluoromethyl)pyridin-3-yl)benzonitrile NC=1C=C(C#N)C=CC1C=1C(=NC=C(C1)C(F)(F)F)NCC